cyanobenzooxolane iodine [I].C(#N)C1OC2=C(C1)C=CC=C2